Ethyl 6-isopropyl-2-methoxy-3-(3-methoxypropoxy)-10-oxo-5H,6H-pyrido[1,2-h]1,7-naphthyridine-9-carboxylate C(C)(C)C1CC=2C=C(C(=NC2C=2N1C=C(C(C2)=O)C(=O)OCC)OC)OCCCOC